6-(butylthio)-2-fluoro-9-(prop-2-yn-1-yl)-9H-purine C(CCC)SC1=C2N=CN(C2=NC(=N1)F)CC#C